C1(=C(C(=CC(=C1)C)C)S(=O)(=O)OC1=CC=C(C=C1)NC(NC1=CC=C(C=C1)OS(=O)(=O)C1=C(C=C(C=C1C)C)C)=O)C bis-[4-(mesitylenesulfonyloxy)phenyl]urea